FC1=C(C(=C(C(=C1COB([O-])[O-])F)F)F)F (penta-fluorobenzyl)borate